(R)-6-(3-(3-(3-hydroxy-1-methyl-2-oxopyrrolidin-3-yl)-1-methyl-1H-pyrazol-5-yl)phenyl)pyridineamide O[C@@]1(C(N(CC1)C)=O)C1=NN(C(=C1)C=1C=C(C=CC1)C1=CC=CC(=N1)C(=O)N)C